CC1=C(C=C(C(=C1)Br)C)I 2,5-dimethyl-4-bromoiodobenzene